6-hydroxy-6-methoxy-2-thioxo-2,5-dihydropyrimidin-4(3H)-one OC1(CC(NC(N1)=S)=O)OC